OCC(C(=O)OC1C[C@H]2CC[C@@H](C1)N2C)(CC)C2=CC=CC=C2 (1R,3r,5S)-8-Methyl-8-azabicyclo[3.2.1]octan-3-yl 2-(hydroxymethyl)-2-phenylbutanoate